ClC1=C(OCC2=NC=CC(=C2)OC2CN(C2)CC2=NC3=C(N2CC2=CN=CO2)C=C(C=C3)C(=O)O)C=CC(=C1)Cl 2-{[3-({2-[(2,4-dichlorophenoxy)methyl]pyridin-4-yl}oxy)azetidin-1-yl]methyl}-1-[(1,3-oxazol-5-yl)methyl]-1H-1,3-benzodiazole-6-carboxylic acid